(R)-2-(4-fluorophenyl)-5-phenyl-2,5,6,8-tetrahydro-3H-[1,2,4]triazolo[3,4-c][1,4]oxazin-3-one FC1=CC=C(C=C1)N1N=C2COC[C@H](N2C1=O)C1=CC=CC=C1